2-((2S)-4-(7-(8-chloro-7-fluoronaphthalen-1-yl)-2-(2-(piperidin-1-yl)propoxy)-5,6,7,8-tetrahydropyrido[3,4-d]pyrimidin-4-yl)-1-(2-fluoroacryloyl)piperazin-2-yl)acetonitrile ClC=1C(=CC=C2C=CC=C(C12)N1CC=2N=C(N=C(C2CC1)N1C[C@@H](N(CC1)C(C(=C)F)=O)CC#N)OCC(C)N1CCCCC1)F